N'-((2-(2-methoxypyridin-4-yl)-6-(trifluoromethyl)phenyl)carbamoyl)-6,6-dimethyl-6,7-dihydro-5H-pyrazolo[5,1-b][1,3]oxazine-3-sulfonimidamide COC1=NC=CC(=C1)C1=C(C(=CC=C1)C(F)(F)F)NC(=O)N=S(=O)(N)C=1C=NN2C1OCC(C2)(C)C